6-(6-((2S,6R)-2,6-dimethylmorpholino)imidazo[1,2-b]pyridazin-3-yl)-2-methylbenzo[d]oxazole C[C@@H]1O[C@@H](CN(C1)C=1C=CC=2N(N1)C(=CN2)C2=CC1=C(N=C(O1)C)C=C2)C